tert-butyl (3S,4R)-4-fluoro-3-hydroxypiperidine-1-carboxylate F[C@H]1[C@H](CN(CC1)C(=O)OC(C)(C)C)O